BrC1=NC(=C2NC=NC2=N1)N bromoadenine